OC12CCC(CC1)(C2)NC2=NC(=NC=C2C(=O)O)SC 4-((4-hydroxybicyclo[2.2.1]heptan-1-yl)amino)-2-(methylthio)pyrimidine-5-carboxylic acid